C1(CCCC1)OC1=C(C(=O)O)C(=CC(=C1)OS(=O)(=O)C1=CC=C(C)C=C1)OS(=O)(=O)C1=CC=C(C)C=C1 2-(cyclopentyloxy)-4,6-bis(tosyloxy)benzoic acid